C1=CC=CC=2C3=CC=CC=C3N(C12)C1=CC=C(C=C1)C1=C(C=CC(=C1)N)C1=CC=C(C=C1)C1=CC=CC=C1 [4-(9H-carbazol-9-yl)phenyl][1,1':4',1''-terphenyl]-4-amine